FC(CNSC)F (2,2-difluoroethyl)aminothiomethane